(4-aminophenyl)(7-(trifluoromethyl)imidazo[1,2-a]pyridin-3-yl)methanone NC1=CC=C(C=C1)C(=O)C1=CN=C2N1C=CC(=C2)C(F)(F)F